6-[6-[1-[2-(aminomethyl)-3,3-difluoro-allyl]-5-oxo-1,2,4-triazol-4-yl]-5-fluoro-3-pyridinyl]-1-methyl-3,4-dihydroquinolin-2-one NCC(CN1N=CN(C1=O)C1=C(C=C(C=N1)C=1C=C2CCC(N(C2=CC1)C)=O)F)=C(F)F